N1=C(N=CC=C1)C(C(=O)N)(CC)C1CCNCC1 pyrimidin-2-yl-piperidin-4-yl-butyramide